mono(trimethylsilyl)acetamide C[Si](C)(C)CC(=O)N